ClC1=CC(=CC(=N1)OCCO)C1(COC1)CC1=NN=CN1C 2-((6-chloro-4-(3-((4-methyl-4H-1,2,4-triazol-3-yl)methyl)oxetan-3-yl)pyridin-2-yl)oxy)ethan-1-ol